C1(=CC=CC=2C3=CC=CC=C3CC12)COC(=O)NCCCC(=O)O 4-(fluorenylmethoxycarbonyl-amino)butyric acid